3-benzyl-1-(1-(4-fluorophenyl)-6-methyl-1H-indazol-5-yl)-N-(5-fluoropyridin-2-yl)-3-azabicyclo[3.1.0]hexane-6-carboxamide C(C1=CC=CC=C1)N1CC2(C(C2C1)C(=O)NC1=NC=C(C=C1)F)C=1C=C2C=NN(C2=CC1C)C1=CC=C(C=C1)F